tert-butyl 4-(prop-2-en-1-yl)piperazine-1-carboxylate C(C=C)N1CCN(CC1)C(=O)OC(C)(C)C